CC1=NOC(=C1)C1CN(C1)C(=O)[C@@H]1CC[C@H]2N1C(CC[C@@H]1[C@@H](C2)C1)=O (3S,6S,7aS,8aR,9aR)-3-(3-(3-methyl-isoxazol-5-yl)azetidine-1-carbonyl)-5-oxodeca-hydro-1H-cyclopropa[d]pyrrolo[1,2-a]azocin